BrC1=CC(=C2C(N(C(C2=C1)=O)CC1=NC=C(C=C1)Cl)(OCC1(CC1)OCCO)C1=CC=C(C=C1)Cl)F 6-bromo-3-(4-chlorophenyl)-2-((5-chloropyridin-2-yl)methyl)-4-fluoro-3-((1-(2-hydroxyethoxy)cyclopropyl)methoxy)isoindolin-1-one